[Si]([O-])([O-])([O-])[O-].[W+4].[Ca+2].[Na+] sodium calcium tungsten silicate